NC1=NN2C(N=C(C=C2)C=2C=C3CN(C(C3=C(C2)C)=O)[C@@H](C)C2CC2)=C1C(=O)N[C@H]1[C@@H](CCC1)O 2-amino-5-{2-[(1S)-1-cyclopropylethyl]-7-methyl-1-oxo-2,3-dihydro-1H-isoindol-5-yl}-N-[(1r,2r)-2-hydroxycyclopentyl]pyrazolo[1,5-a]pyrimidine-3-carboxamide